(S)-N-((S)-1-cyano-2-(5-(3-methyl-2-oxo-2,3-dihydrobenzo[d]oxazol-5-yl)furan-2-yl)ethyl)-1,4-oxazepin-2-carboxamide C(#N)[C@H](CC=1OC(=CC1)C=1C=CC2=C(N(C(O2)=O)C)C1)NC(=O)C=1OC=CC=NC1